NC1=NC=CC=C1C1=NC=2C(=NC(=CC2)C2=NC=C(C=C2)C(F)F)N1C1=CC=C(CN2CCC(CC2)NC2=NC(=NC=C2)C#N)C=C1 4-((1-(4-(2-(2-aminopyridin-3-yl)-5-(5-(difluoromethyl)pyridin-2-yl)-3H-imidazo[4,5-b]pyridin-3-yl)benzyl)piperidin-4-yl)amino)pyrimidine-2-carbonitrile